2-(4-isopropyl-5-(8-methyl-[1,2,4]triazolo[1,5-a]pyridin-6-yl)-1H-pyrazol-3-yl)-5-(1-(2-methoxyethyl)piperidin-4-yl)thiazole C(C)(C)C=1C(=NNC1C=1C=C(C=2N(C1)N=CN2)C)C=2SC(=CN2)C2CCN(CC2)CCOC